CN1C(=NC2=C(C=C(C=C2C1=O)C)C(C)NC1=C(C(=O)NOC)C=CC=C1)N1CCCCC1 2-((1-(3,6-dimethyl-4-oxo-2-(piperidin-1-yl)-3,4-dihydroquinazolin-8-yl)ethyl)amino)-N-methoxybenzamide